NCC1=CC=C(C2=CC=CC=C12)CN 1,4-bis(aminomethyl)naphthalene